6-bromo-1-methyl-2-oxo-1,2-dihydro-1,5-naphthyridin-4-yl triflate O(S(=O)(=O)C(F)(F)F)C1=CC(N(C2=CC=C(N=C12)Br)C)=O